5-(4-(2-Methyl-1H-imidazol-1-yl)piperidin-1-yl)-2-((5-methyl-3-(6-methylpyridin-3-yl)isoxazol-4-yl)methyl)pyridazin-3(2H)-one CC=1N(C=CN1)C1CCN(CC1)C1=CC(N(N=C1)CC=1C(=NOC1C)C=1C=NC(=CC1)C)=O